(8aS,18aS)-9,9-dimethyl-8a,11,12,18a-tetrahydro-8H,9H-benzo[5,6]chromeno[4,3-d]naphtho[2',1':4,5]thiazolo[3,2-a]pyrimidine CC1([C@@H]2[C@H](N=C3N1C1=C(S3)C3=CC=CC=C3CC1)C1=C3C(=CC=C1OC2)C=CC=C3)C